6-[3-(1-hydroxycyclopropyl)-1H-pyrazol-5-yl]-2-azaspiro[3.3]heptane-2-carboxylic acid tert-butyl ester C(C)(C)(C)OC(=O)N1CC2(C1)CC(C2)C2=CC(=NN2)C2(CC2)O